COC(CCCCCCCC=CCC=CCCCCC)=O octadeca-9,12-dienoic acid methyl ester